C(C)C1=CC(=C(C=C1)N1C(NC2C(SC=3N=CC=C1C32)C(=O)O)=O)C 5-(4-Ethyl-2-methylphenyl)-4-oxo-4,5-dihydro-3H-1-thia-3,5,8-triazaAcenaphthene-2-carboxylic acid